O1-benzyl O2-methyl (2S,4R)-2-but-3-enyl-4-fluoro-pyrrolidine-1,2-dicarboxylate C(CC=C)[C@@]1(N(C[C@@H](C1)F)C(=O)OCC1=CC=CC=C1)C(=O)OC